C(C)/C(/C(=O)O)=C\C(=O)[O-].[Mg+2].C(C)/C(/C(=O)O)=C\C(=O)[O-] magnesium hydrogen ethyl-fumarate salt